(2E)-4,4-difluorobut-2-enoic acid ethyl ester C(C)OC(\C=C\C(F)F)=O